methylpyrido[4,3-d]pyrimidin-4-amine CC=1N=C(C2=C(N1)C=CN=C2)N